CC1(OB(OC1(C)C)C=C1CCN(CC1)C(=O)OC(C)(C)C)C tert-Butyl 4-[(4,4,5,5-tetramethyl-1,3,2-dioxaborolan-2-yl) methylene]piperidine-1-carboxylate